C(C)(C)(C)OC(=O)N1CCN(CC1)C1=CC=C(C(=N1)C)B(O)O [6-(4-tert-butoxycarbonyl-piperazin-1-yl)-2-methyl-3-pyridyl]boronic acid